4,5-dichloro-2-[5H,6H,7H,8H-[1,2,4]triazolo[4,3-a]pyrazin-7-ylmethyl]phenol ClC1=CC(=C(C=C1Cl)O)CN1CC=2N(CC1)C=NN2